C1(=CC=CC=C1)C#CCCC1=CC=CC=C1 1,4-Diphenyl-1-butyne